N-(6-((8''-METHYL-1'',5''-DIOXO-1'',5''-DIHYDRO-2''H-DISPIRO[AZIRIDINE-2,1'-CYCLOHEXANE-4',3''-IMIDAZO[1,5-A]PYRIDIN]-6''-YL)AMINO)PYRIMIDIN-4-YL)CYCLOPROPANECARBOXAMIDE CC1=C2N(C(C(=C1)NC1=CC(=NC=N1)NC(=O)C1CC1)=O)C1(NC2=O)CCC2(CC1)NC2